3-(3-(4-(trifluoromethyl)phenyl)allyl)pyrrolidine-1-carboxylic acid tert-butyl ester C(C)(C)(C)OC(=O)N1CC(CC1)CC=CC1=CC=C(C=C1)C(F)(F)F